4'-hydroxy-4-methoxy-3,4-dihydro-1H-2,3'-biisoquinoline-1,1'(2'H)-dione OC1=C(NC(C2=CC=CC=C12)=O)N1C(C2=CC=CC=C2C(C1)OC)=O